(1-(6-Chloropyrazin-2-yl)propyl)carbamic acid tert-butyl ester C(C)(C)(C)OC(NC(CC)C1=NC(=CN=C1)Cl)=O